2-(4-chloro-2-methoxyphenyl)-1-(6-methoxy-1H-indol-3-yl)ethanone ClC1=CC(=C(C=C1)CC(=O)C1=CNC2=CC(=CC=C12)OC)OC